OCC(=O)NCC=1SC(=CC1)C(CSC1=NC(=NC2=CC(=CC=C12)OC)C)=O 2-hydroxy-N-((5-(2-((7-methoxy-2-methylquinazolin-4-yl)thio)acetyl)thiophen-2-yl)methyl)acetamide